6-(isopropyl(methyl)amino)-4-((methylamino)methyl)-2-(6-(6,7,8,9-tetrahydro-5H-[1,2,4]Triazolo[4,3-a]azepine-3-yl)pyridin-2-yl)-2,3-dihydro-1H-pyrrolo[3,4-c]pyridin-1-one C(C)(C)N(C1=CC2=C(C(=N1)CNC)CN(C2=O)C2=NC(=CC=C2)C2=NN=C1N2CCCCC1)C